N-(2-fluoro-4-(8-(fluoromethyl)-2-(((3S,5R)-5-(fluoromethyl)piperidin-3-yl)amino)pyrido[3,2-d]pyrimidin-6-yl)phenyl)benzenesulfonamide FC1=C(C=CC(=C1)C=1C=C(C=2N=C(N=CC2N1)N[C@@H]1CNC[C@@H](C1)CF)CF)NS(=O)(=O)C1=CC=CC=C1